3-benzyl 8-(tert-butyl) (1S,2S,5R)-2-acetyl-3,8-diazabicyclo[3.2.1]octane-3,8-dicarboxylate C(C)(=O)[C@@H]1[C@@H]2CC[C@H](CN1C(=O)OCC1=CC=CC=C1)N2C(=O)OC(C)(C)C